C(C)(C)(C)O[Sn]1(N(CCC1)C)OC(C)(C)C 2,2-di-tert-butoxy-1-methyl-1,2-azastannolidine